methyl 4-cyano-4-(3-(5-(cyclopropanecarboxamido)-1-methyl-1H-pyrazolo[3,4-c]pyridin-3-yl)-2-methoxyphenyl)piperidine-1-carboxylate C(#N)C1(CCN(CC1)C(=O)OC)C1=C(C(=CC=C1)C1=NN(C2=CN=C(C=C21)NC(=O)C2CC2)C)OC